methylcyclohexyl (3-(aminomethyl)-3,5,5-trimethylcyclohexyl)carbamate NCC1(CC(CC(C1)(C)C)NC(OC1(CCCCC1)C)=O)C